(Z)-3-((1H-pyrrolo[3,2-c]pyridin-2-yl)methylene)-5-(2,3-dihydro-1H-pyrido[2,3-b][1,4]oxazin-7-yl)-7-fluoro-4-methylindolin-2-one N1C(=CC=2C=NC=CC21)\C=C\2/C(NC1=C(C=C(C(=C21)C)C2=CC1=C(OCCN1)N=C2)F)=O